FC1=C(C=C(C=C1)N(C(=O)[C@H]1N(C([C@H]([C@H]1O)O)=O)C1=NC(=CC(=C1)C(F)(F)F)C)C)C (2S,3S,4S)-N-(4-Fluoro-3-methylphenyl)-3,4-dihydroxy-N-methyl-1-(6-methyl-4-(trifluoromethyl)pyridin-2-yl)-5-oxopyrrolidine-2-carboxamide